C(C)(C)(C)C1=CC=C(C=C1)C(CC(=O)C1=CC=C(C=C1)OC)=O 1-(4-tert.-butylphenyl)-3-(4-methoxyphenyl)propan-1,3-dion